5-((Tert-butoxycarbonyl)amino)picolinic acid C(C)(C)(C)OC(=O)NC=1C=CC(=NC1)C(=O)O